FC(S(=O)(=O)[O-])(F)F.FC1=C(C=C(C=C1)F)[I+]C1=C(C=CC(=C1)F)F bis(2,5-difluorophenyl)iodonium trifluoromethanesulfonate